N1CCC(CC1)C1=CC=C(C2=CC=CC=C12)S(=O)(=O)N 4-(piperidin-4-yl)naphthalene-1-sulfonamide